NC(CCC(=O)O)CF 4-AMINO-5-FLUOROPENTANOIC ACID